5-methyl-2-[(2S)-6-methylhept-5-en-2-yl]phenoxyloxane-3,4,5-triol CC=1C=CC(=C(OC2OCC(C(C2O)O)O)C1)[C@@H](C)CCC=C(C)C